CN1N=C(C2=CC=CC(=C12)N1CCC(CC1)C(C)(C)N1CCNCC1)C1C(NC(CC1)=O)=O 3-(1-methyl-7-(4-(2-(piperazin-1-yl)propan-2-yl)piperidin-1-yl)-1H-indazol-3-yl)piperidine-2,6-dione